ClC1=NC=CC=C1C(=O)N1CCN(CC1)C=1C=C2C3=C(N(C2=CC1OC)C)C(=NC=C3)C (2-chloropyridin-3-yl)(4-(7-methoxy-1,9-dimethyl-9H-pyrido[3,4-b]indol-6-yl)piperazin-1-yl)methanone